Nitrous oxide N#[N+][O-]